5-(3-(1-cyclopropyl-1-hydroxy-2,3-dihydro-1H-inden-4-yl)-1,2,4-oxadiazol-5-yl)-2-isopropoxybenzonitrile C1(CC1)C1(CCC2=C(C=CC=C12)C1=NOC(=N1)C=1C=CC(=C(C#N)C1)OC(C)C)O